CCCCCC trans-hexane